2-Chlorobenzaldehyde-O-(1-methyl-1H-imidazole-2-carbonyl) oxime CN1C(=NC=C1)C(=O)ON=CC1=C(C=CC=C1)Cl